diphenoxybenzophenone C1=CC=C(C=C1)C(=O)C2=C(C(=CC=C2)OC3=CC=CC=C3)OC4=CC=CC=C4